OCCCCCCCC=CC(=O)O 10-Hydroxy-alpha-decenoic acid